C(C)C1C2C3C4C=CC(C3C(C1)C2)C4 9-ethyltetracyclo[6.2.1.13,6.02,7]dodeca-4-ene